C1(CC1)C1=CC2=C(S1)C1=C(C(C3=C2C(=C(C=C3)F)F)=O)C=CC=C1 2-cyclopropyl-4,5-difluoro-8H-dibenzo[3,4:6,7]cyclohepta[1,2-b]thiophen-8-one